2-benzhydryl-ethane-1,2-diamine C(C1=CC=CC=C1)(C1=CC=CC=C1)C(CN)N